N-((3S,4S)-4-fluoropyrrolidin-3-yl)-6-(7-methoxy-6-(1-methylcyclopropyl)imidazo[1,2-a]pyridin-3-yl)pyridin-2-amine F[C@@H]1[C@H](CNC1)NC1=NC(=CC=C1)C1=CN=C2N1C=C(C(=C2)OC)C2(CC2)C